NCC=1C=C(C=CC1)C=1C=CC2=C(C(=CO2)COC2=C(C=CC(=C2)NC(=O)OC(C)(C)C)CC(=O)OCC)C1 ethyl 2-(2-((5-(3-(aminomethyl)phenyl)benzofuran-3-yl)methoxy)-4-((tert-butoxycarbonyl)amino)phenyl)acetate